S(=O)(=O)(O)[O-].C1[NH2+]CC12CCC2 2-azaspiro[3.3]heptan-2-ium hydrogen sulfate